decaphenyl-tetrasiloxane C1(=CC=CC=C1)[Si](O[Si](O[Si](O[Si](C1=CC=CC=C1)(C1=CC=CC=C1)C1=CC=CC=C1)(C1=CC=CC=C1)C1=CC=CC=C1)(C1=CC=CC=C1)C1=CC=CC=C1)(C1=CC=CC=C1)C1=CC=CC=C1